methyl 6-chloro-2-iodo-5-methylnicotinate ClC1=NC(=C(C(=O)OC)C=C1C)I